C(C)(C)(C)OCCN(CC[C@@H](C(=O)O)NC(C1=CN=CC=C1C(F)(F)F)=O)CCCCC1=NC=2NCCCC2C=C1 (S)-4-((2-(tert-butoxy)ethyl)(4-(5,6,7,8-tetrahydro-1,8-naphthyridin-2-yl)butyl)amino)-2-(4-(trifluoromethyl)nicotinamido)butanoic acid